(1-ethylpiperidin-4-yl)-4H-pyrido[1,2-a]pyrimidin C(C)N1CCC(CC1)C=1N=C2N(CC1)C=CC=C2